C(CCC)(=O)OP(=O)(O)OC[C@@H]1[C@H]([C@H]([C@@H](O1)N1C=NC=2C(O)=NC=NC12)O)O 5'-Butyrylphosphoinosine